FC1=C(C(C(=CC=C1C(C)C)F)=O)O 3,7-difluoro-2-hydroxy-4-isopropylcyclohepta-2,4,6-trien-1-one